ClC1=CC=C(C=C1)[C@H]1C[C@@H](CO1)C1=NOC(=N1)CN1C(C=2N(C=C1)C(C=CC2C)=O)=O 2-((3-((3R,5R)-5-(4-chlorophenyl)tetrahydro-furan-3-yl)-1,2,4-oxadiazol-5-yl)methyl)-9-methyl-2H-pyrido[1,2-a]pyrazine-1,6-dione